4-[3-(5-fluoro-2-pyridinyl)-1-methyl-pyrazol-4-yl]-3,6-dimethyl-1H-pyrazolo[3,4-b]pyridine FC=1C=CC(=NC1)C1=NN(C=C1C1=C2C(=NC(=C1)C)NN=C2C)C